C(C)C1=CC2=C(C(=NN(C2=O)CC(=O)NC2=NC=CC=N2)CC)O1 (2,7-diethyl-4-oxofuro[2,3-d]pyridazin-5(4H)-yl)-N-(pyrimidin-2-yl)acetamide